Cl.BrN1CNC2=C1C=CC=C2 3-Bromo-1H-benzo[d]imidazole hydrochloride